BrC1=C([C@@H]2C=C[C@H]1N2C(=O)OC(C)(C)C)C(=O)OC 7-(tert-Butyl) 2-methyl (1S,4R)-3-bromo-7-azabicyclo[2.2.1]hepta-2,5-diene-2,7-dicarboxylate